ClC1=C2C(=NC=C1)NC=C2 4-chloro-1H-pyrrolo[2,3-b]pyridine